C(C)(C)C=1C(=NNC1C=1C=C(C=2N(C1)N=CN2)C)C(=O)N2CCN(CC2)CCC#N 3-(4-(4-isopropyl-5-(8-methyl-[1,2,4]triazolo[1,5-a]pyridin-6-yl)-1H-pyrazole-3-carbonyl)piperazin-1-yl)propionitrile